FC=1C=C(CN2C(C=3C=C(C(=NC3C=C2)C)C(=O)OCC)=O)C=CC1 ethyl 6-(3-fluorobenzyl)-2-methyl-5-oxo-5,6-dihydro-1,6-naphthyridine-3-carboxylate